(S)-5-ethyl-6-methyl-3-((3-(2-(2-(methylamino)propanamido)ethyl)phenyl)amino)pyrazine-2-carboxamide C(C)C=1N=C(C(=NC1C)C(=O)N)NC1=CC(=CC=C1)CCNC([C@H](C)NC)=O